C1=NC=CC2=CC(=CC=C12)NC([C@H](CNCCOCCOCCOCCOCCN(C)S(=O)(=O)C1=C(C=CC=C1)[N+](=O)[O-])C1=CC=CC=C1)=O (S)-N-(Isoquinolin-6-yl)-2-((2-nitrophenyl)sulfonyl)-19-phenyl-5,8,11,14-tetraoxa-2,17-diazaicosan-20-amide